CS(=O)(=O)C=1N=CC2=C(N1)N=C(C=C2C#C[Si](C(C)C)(C(C)C)C(C)C)OCC=2N=CSC2 4-[({2-methanesulfonyl-5-[2-(triisopropylsilyl)ethynyl]pyrido[2,3-d]pyrimidin-7-yl}oxy)methyl]-1,3-thiazole